COC(=O)C=1C=2CN(CC2C=CC1)C(=O)N1[C@H]2CC(C[C@@H]1CC2)OCC=2C(=NOC2C2CC2)C2=C(C=CC=C2Cl)Cl 2-((1R,3R,5S)-3-((5-cyclopropyl-3-(2,6-dichlorophenyl)isoxazol-4-yl)methoxy)-8-azabicyclo[3.2.1]octane-8-carbonyl)isoindoline-4-carboxylic acid methyl ester